ClC=1C=C(C=CC1)NC1=C(C=NC2=CC(=C(C=C12)NC(\C=C\CN(C)C)=O)OCC)C#N (E)-N-(4-((3-chlorophenyl)amino)-3-cyano-7-ethoxyquinolin-6-yl)-4-(dimethylamino)but-2-enamide